O=C1NC(CCC1N1C(C2=CC=CC(=C2C1)SCC(=O)N1CCC(CC1)C1=CC=C(C(=O)N2CCC(CC2)CCCCNC(\C=C\C=2C=NC=CC2)=O)C=C1)=O)=O (E)-N-(4-(1-(4-(1-(2-((2-(2,6-dioxopiperidin-3-yl)-1-oxoisoindolin-4-yl)thio)acetyl)piperidin-4-yl)benzoyl)piperidin-4-yl)butyl)-3-(pyridin-3-yl)acrylamide